COC[C@H]1[C@@H](C1)C1=CNC=2N=CN=C(C21)N[C@H]2CN(CCC2)C(C=C)=O 1-((R)-3-((5-((1R,2R)-2-(methoxymethyl)cyclopropyl)-7H-pyrrolo[2,3-d]pyrimidin-4-yl)amino)piperidin-1-yl)prop-2-en-1-one